C(C)(C)(C)OC(=O)N1[C@@H](CCC1)C=1C=C(C=C2CCN(CC12)C(C1=CC(=NC=C1)C(C)(C)O)=O)Cl (S)-2-(6-chloro-2-(2-(2-hydroxypropan-2-yl)isonicotinoyl)-1,2,3,4-tetrahydroisoquinoline-8-yl)pyrrolidine-1-carboxylic acid tert-butyl ester